2-[acetyl-(1-phenylethyl)amino]-7-chloro-6-hydroxy-1-benzothiophene-3-carboxylic acid methyl ester COC(=O)C1=C(SC2=C1C=CC(=C2Cl)O)N(C(C)C2=CC=CC=C2)C(C)=O